COC=1C=C(CCNC2=NC(=NC(=N2)N2CCN(CC2)CC2=CC=C(C=C2)F)N2CC3=C(CC2)N=CN3)C=CC1OC N-(3,4-dimethoxyphenethyl)-4-(4-fluorobenzyl)piperazin-1-yl-6-(3,4,6,7-tetrahydro-5H-imidazo[4,5-c]pyridin-5-yl)-1,3,5-triazin-2-amine